5-[5-methyl-3-[(3S,5R)-5-methylpyrrolidin-3-yl]oxy-isoxazol-4-yl]-N-(5-methylpyrazin-2-yl)pyrazolo[1,5-a]pyridin-2-amine CC1=C(C(=NO1)O[C@@H]1CN[C@@H](C1)C)C1=CC=2N(C=C1)N=C(C2)NC2=NC=C(N=C2)C